C(#N)C=1C=C(C=CC1F)NC(N(CC)[C@@H]1COCC=2NC(C=3C=C(C(=CC3C21)F)F)=O)=O (S)-3-(3-cyano-4-fluorophenyl)-1-(8,9-difluoro-6-oxo-1,4,5,6-tetrahydro-2H-pyrano[3,4-c]isoquinolin-1-yl)-1-ethylurea